C(C1=CC=CC=C1)OC1=CC=C(C=C1)C[C@@H](C(=O)OC)NC(CN1CCN(CC1)C(=O)OC(C)(C)C)=O tert-Butyl (S)-4-(2-((3-(4-(benzyloxy)phenyl)-1-methoxy-1-oxopropan-2-yl)amino)-2-oxoethyl)piperazine-1-carboxylate